(S)-N-Ethyl-5-fluoro-N-isopropyl-2-((4-(3-((9-(pyrimidin-2-ylamino)-3-azaspiro[5.5]Undecane-3-yl)methyl)pyrrolidin-1-yl)pyrimidin-5-yl)oxy)benzamide C(C)N(C(C1=C(C=CC(=C1)F)OC=1C(=NC=NC1)N1C[C@@H](CC1)CN1CCC2(CC1)CCC(CC2)NC2=NC=CC=N2)=O)C(C)C